Cl.COC(=O)C12CCNCC2C1 3-azabicyclo[4.1.0]heptane-6-carboxylic acid methyl ester hydrochloride